3-tert-Butyl-7-trifluoromethylphenoxazine C(C)(C)(C)C=1C=CC=2NC3=CC=C(C=C3OC2C1)C(F)(F)F